N-(2-(4-aminobutanamido)ethyl)-4-((3-(1-(cyanomethyl)-3-(trifluoromethyl)-1H-pyrazol-4-yl)imidazo[1,2-a]pyrazin-8-yl)amino)-2-ethylbenzamide formate C(=O)O.NCCCC(=O)NCCNC(C1=C(C=C(C=C1)NC=1C=2N(C=CN1)C(=CN2)C=2C(=NN(C2)CC#N)C(F)(F)F)CC)=O